sodium 3-chloro-2-hydroxypropane phosphate P(=O)([O-])([O-])[O-].ClCC(C)O.[Na+].[Na+].[Na+]